allyl-triphenyl-tin C(C=C)[Sn](C1=CC=CC=C1)(C1=CC=CC=C1)C1=CC=CC=C1